C/C(/CCO)=C/CC=C(C)C (Z)-3,7-Dimethyl-3,6-octadien-1-ol